ClC1=CC(=C(C=C1)C1=C2C(=C(N=N1)NC1CN(CCC1)C)C=NC=C2)F 1-(4-chloro-2-fluorophenyl)-N-(1-methylpiperidin-3-yl)pyrido[3,4-d]pyridazin-4-amine